((5-isobutyl-4-methyl-3-(4-((2-methyl-1H-imidazol-1-yl)methyl)phenyl)thiophen-2-yl)sulfonyl)carbamic acid ethyl ester C(C)OC(NS(=O)(=O)C=1SC(=C(C1C1=CC=C(C=C1)CN1C(=NC=C1)C)C)CC(C)C)=O